OC1(CCN(CC1)C(NCCCC1=NC=2NCCCC2C=C1)=O)C(C(=O)O)NC(=O)C1CCOCC1 2-(4-hydroxy-1-((3-(5,6,7,8-tetrahydro-1,8-naphthyridin-2-yl)propyl)carbamoyl)piperidin-4-yl)-2-(tetrahydro-2H-pyran-4-carboxamido)acetic acid